6-(2,6-difluorophenyl)-5-fluoropicolinamide phosphate P(=O)(O)(O)O.FC1=C(C(=CC=C1)F)C1=C(C=CC(=N1)C(=O)N)F